S1C(=NC2=C1C=CC=C2)NC2=C(C1=C(N=N2)N(CCC1)C=1SC(=CN1)CCCOC1=C(C=C(C=C1)C#CCN(C(C)C)C(C)C)F)C 2-[3-(1,3-Benzothiazol-2-ylamino)-4-methyl-6,7-dihydro-5H-pyrido[2,3-c]pyridazin-8-yl]-5-[3-[4-[3-(diisopropylamino)prop-1-ynyl]-2-fluoro-phenoxy]propyl]thiazol